7,8-Dihydroxy-2-(4-(3-hydroxypropyl)phenyl)-4H-chromen-4-one OC1=CC=C2C(C=C(OC2=C1O)C1=CC=C(C=C1)CCCO)=O